5,6,6a,7,8,9,10,10a-octahydrobenzo[h]quinazoline N1=CN=CC=2CCC3C(C12)CCCC3